C([O-])([O-])=O.[Cs+].[Cs+] Dicesium carbonate